methyl (2S)-2-[(tert-butoxycarbonyl)amino]-3-cyclopropoxypropanoate C(C)(C)(C)OC(=O)N[C@H](C(=O)OC)COC1CC1